C1(=CC=CC=C1)CCC(=O)OC1C(NCC1O)CC1=CC=C(C=C1)OC 4-hydroxy-2-[(4-methoxyphenyl)methyl]pyrrolidin-3-yl 3-phenylpropanoate